(2E,5Z)-8-hydroxyocta-2,5-dien-1-yl acetate C(C)(=O)OC\C=C\C\C=C/CCO